epoxy(Biphenyl) C1(=C2C(=CC=C1)O2)C2=C1C(=CC=C2)O1